(2S,4R)-1-(2-(3-acetyl-5-(2-methylpyrimidin-5-yl)-1H-indazol-1-yl)acetyl)-N-(cyanomethyl)-4-fluoropyrrolidine-2-carboxamide C(C)(=O)C1=NN(C2=CC=C(C=C12)C=1C=NC(=NC1)C)CC(=O)N1[C@@H](C[C@H](C1)F)C(=O)NCC#N